CC1(C2=CC=CC=C2N(C=2C=CC=CC12)C1=CC=2N(C3=CC=CC=C3C2C=C1)C1=CC=CC=C1)C 9,9-dimethyl-10-(9-phenyl-9H-carbazol-2-yl)-9,10-dihydro-acridine